(S)-N,N-Dimethyl-2-(pyrrolidin-3-yloxy)ethan-1-amine CN(CCO[C@@H]1CNCC1)C